(6R)-6-methyl-1-[1-[2-(trifluoromethyl)phenyl]ethyl]-1H,4H,5H,6H,7H-[1,2,3]triazolo[4,5-c]pyridine C[C@@H]1CC2=C(CN1)N=NN2C(C)C2=C(C=CC=C2)C(F)(F)F